N(=[N+]=[N-])[C@@H]1C[C@](C[C@@H]1O)(C(=O)[O-])CC1=CC(=CC=C1)C1=NC=C(C=N1)Br |o1:3,5,7| (1R*,3R*,4S*)-3-azido-1-(3-(5-bromopyrimidin-2-yl)benzyl)-4-hydroxycyclopentane-1-carboxylate